N-(4-(4-amino-7-(dimethylphosphoryl)-3-(4-((4-methylpyrimidin-2-yl)oxy)phenyl)thieno[3,2-c]pyridin-2-yl)phenyl)methacrylamide NC1=NC=C(C2=C1C(=C(S2)C2=CC=C(C=C2)NC(C(=C)C)=O)C2=CC=C(C=C2)OC2=NC=CC(=N2)C)P(=O)(C)C